4-Bromo-2-fluoro-3-methyl-6-(trifluoromethyl)benzaldehyde BrC1=C(C(=C(C=O)C(=C1)C(F)(F)F)F)C